1-(3-(1-(tert-butyl)-3-((1,1-dioxido-2,3-dihydrobenzo[d]isothiazol-5-yl)amino)-1H-pyrazol-5-yl)cyclopentyl)-3-isopropylurea C(C)(C)(C)N1N=C(C=C1C1CC(CC1)NC(=O)NC(C)C)NC=1C=CC2=C(CNS2(=O)=O)C1